COCC(=O)C1=C(C=C(C=C1F)F)F 2-methoxy-1-(2,4,6-trifluorophenyl)ethanone